O=C1NC(CCC1N1CCSC2=C1C=CC=C2C2CCN(CC2)CC(=O)OC(C)(C)C)=O tert-butyl 2-[4-[4-(2,6-dioxo-3-piperidyl)-2,3-dihydro-1,4-benzothiazin-8-yl]-1-piperidyl]acetate